ClC1=C(C=CC=C1)[C@H]1CC[C@H](N1C(=O)C1=CC=C(C=C1)C1=C(C=CC=C1)OCC1=CC=C(C=C1)F)C(=O)O (2S,5R)-5-(2-chlorophenyl)-1-(2'-((4-fluorobenzyl)oxy)-[1,1'-biphenyl]-4-carbonyl)pyrrolidine-2-carboxylic acid